N1(CCOCC1)CCO N-morpholineethanol